FC=1C(=C(C=CC1F)[C@H]1[C@@H](O[C@@]([C@H]1C)(C(F)(F)F)C)C(=O)NC1=CC(=NC=C1)C(=O)N)C=C 4-[[(2R,3S,4S,5S)-3-(3,4-difluoro-2-vinyl-phenyl)-4,5-dimethyl-5-(trifluoromethyl)tetrahydrofuran-2-carbonyl]amino]pyridine-2-carboxamide